C12(C(CCCC1)O2)OC(=O)C2CC1C(CC2)O1 epoxy-cyclohexyl-3,4-epoxycyclohexyl-carboxylate